NCC=1C=C(C=CC1)C=1C=C2CC[C@@H](N(C2=CC1)C(C)=O)C (S)-1-(6-(3-(aminomethyl)phenyl)-2-methyl-3,4-dihydroquinolin-1(2H)-yl)ethan-1-one